2-(1-benzhydrylpiperidin-4-yl)-N-propyl-1,2,3,4-tetrahydroisoquinolin-6-amine C(C1=CC=CC=C1)(C1=CC=CC=C1)N1CCC(CC1)N1CC2=CC=C(C=C2CC1)NCCC